nitrogen triazineamide N1=NN=C(C=C1)C(=O)N.[N]